NC1=C2N=CN(C2=NC=N1)C[C@@H](C)OCP(OCCCSCCCCCCCCCCC#CC=1C=NC=CC1)(O)=O 3-((12-(pyridin-3-yl)dodec-11-yn-1-yl)thio)propyl hydrogen ((((R)-1-(6-amino-9H-purin-9-yl)propan-2-yl)oxy)methyl)phosphonate